C(C1=CC=CC=C1)OC1=CC(=C(C=C1)NC=1C=CC(=C(C1)NC(CCC1CCCCC1)=O)F)C(F)(F)F N-(5-{[4-(benzyloxy)-2-(trifluoromethyl)phenyl]amino}-2-fluorophenyl)-3-cyclohexylpropionamide